COC(CC(C)=O)OC 4,4-dimethoxy-2-butanone